(2-(2,6-dioxopiperidin-3-yl)-7-fluoro-3-oxoisoindolin-5-yl)methyl(3,5-dichlorophenyl)carbamate O=C1NC(CCC1N1CC2=C(C=C(C=C2C1=O)OC(N(C1=CC(=CC(=C1)Cl)Cl)C)=O)F)=O